P(=O)(OCCC1=C(C=CC=C1)Br)([O-])[O-] 2-bromophenyl-ethyl phosphate